7-(5-chloro-2-(isopropylamino)pyridin-4-yl)-2-(2-(hydroxymethyl)benzyl)-3,4-dihydropyrrolo[1,2-a]pyrazin-1(2H)-one ClC=1C(=CC(=NC1)NC(C)C)C=1C=C2N(CCN(C2=O)CC2=C(C=CC=C2)CO)C1